5-(3-isopropyl-5-(2-(piperidin-1-yl)ethyl)-1H-indol-2-yl)-1,3-dimethylpyridin-2(1H)-one C(C)(C)C1=C(NC2=CC=C(C=C12)CCN1CCCCC1)C=1C=C(C(N(C1)C)=O)C